3-[4-(trans-4-pentylcyclohexyl)phenyl]-2-butenoic acid C(CCCC)[C@@H]1CC[C@H](CC1)C1=CC=C(C=C1)C(=CC(=O)O)C